(benzyloxy)-7-chloropyrazolo[1,5-a]pyrimidine-5-carboxylic acid ethyl ester C(C)OC(=O)C1=NC=2N(C(=C1)Cl)N=C(C2)OCC2=CC=CC=C2